C(C)C1=C(NC2=CC=C(C=C12)C1CCN(CC1)C1CCN(CC1)CC(C)C)C1=C2C(=NC=C1)NC=C2 4-(3-ethyl-5-(1'-isobutyl-[1,4'-bipiperidin]-4-yl)-1H-indol-2-yl)-1H-pyrrolo[2,3-b]pyridine